O=C1N(CCC(N1)=O)C=1C=C(CNC=2C=CC=C3CN(C(C23)=O)C(C(=O)NC=2SC=CN2)C2=C(C=CC(=C2)F)O)C=CC1 2-(7-((3-(2,4-dioxotetrahydropyrimidin-1(2H)-yl)benzyl)amino)-1-oxoisoindolin-2-yl)-2-(5-fluoro-2-hydroxyphenyl)-N-(thiazol-2-yl)acetamide